CC=1C=C2C(C=C(OC2=CC1)N1CCC(CC1)C(NC)=O)=O 6-methyl-2-(4-(methylcarbamoyl)piperidin-1-yl)-4-oxo-4H-chromen